COC1=C(C(=O)OC)C=CC(=N1)B1OC(C(O1)(C)C)(C)C methyl 2-methoxy-6-(4,4,5,5-tetramethyl-1,3,2-dioxaborolan-2-yl)nicotinate